1,3-dichloro-5,5-dimethyl-hydantoin Methyl-4-[4-(dibutoxymethyl)piperidin-1-yl]-3-methylbenzoate COC(C1=CC(=C(C=C1)N1CCC(CC1)C(OCCCC)OCCCC)C)=O.ClN1C(=O)N(C(=O)C1(C)C)Cl